morpholino-pyrazolo[1,5-a][1,3,5]triazin-4-amine O1CCN(CC1)C1=NC=2N(C(=N1)N)N=CC2